tris-(diphenylphosphinomethyl)chlorosilane 1,4-dioxo-1,4-dihydronaphthalen-2-yl-5-(2-chloro-4-(trifluoromethyl)phenoxy)-2-nitrobenzoate O=C1C(=CC(C2=CC=CC=C12)=O)OC(C1=C(C=CC(=C1)OC1=C(C=C(C=C1)C(F)(F)F)Cl)[N+](=O)[O-])=O.C1(=CC=CC=C1)P(C1=CC=CC=C1)C[Si](Cl)(CP(C1=CC=CC=C1)C1=CC=CC=C1)CP(C1=CC=CC=C1)C1=CC=CC=C1